(2-aminoethyl)aminopropyl-trimethoxysilane NCCNCCC[Si](OC)(OC)OC